(S)-5-(tert-butyl)-N-(1-(2-chloro-4-(2-(cyclopropanecarboxamido)-5-fluoropyridin-4-yl)phenyl)ethyl)-1,2,4-oxadiazole-3-carboxamide C(C)(C)(C)C1=NC(=NO1)C(=O)N[C@@H](C)C1=C(C=C(C=C1)C1=CC(=NC=C1F)NC(=O)C1CC1)Cl